[6-bromo-5-(trifluoromethyl)(2-pyridyl)amino]-3,4-dimethylazoline-2,5-dione BrC1=C(C=CC(=N1)NN1C(C(=C(C1=O)C)C)=O)C(F)(F)F